tert-butyl N-[(1S,3S)-3-[3-(2-pyridyl)-1,2,4-triazol-1-yl]cyclohexyl]carbamate N1=C(C=CC=C1)C1=NN(C=N1)[C@@H]1C[C@H](CCC1)NC(OC(C)(C)C)=O